(R*)-1-(7-fluorochroman-4-yl)cyclopropane-1-sulfonamide FC1=CC=C2[C@@H](CCOC2=C1)C1(CC1)S(=O)(=O)N |o1:5|